OCC1=NN(C=2C(N(CCC21)C2=CC=C1CCN(C(C1=C2)=O)C)=O)COCC[Si](C)(C)C 7-(3-(Hydroxymethyl)-7-oxo-1-((2-(trimethylsilyl)ethoxy)methyl)-1,4,5,7-tetrahydro-6H-pyrazolo[3,4-c]pyridin-6-yl)-2-methyl-3,4-dihydroisoquinolin-1(2H)-one